C(C)OC(CCCN1C=2C=CC(=CC2C=2C1=NC=1CCCCC1C2N)OC)=O 4-(11-amino-9-methoxy-1,2,3,4-tetrahydro-6H-indolo[2,3-b]quinolin-6-yl)butanoic acid ethyl ester